ClC=1C(=NC(=NC1)N(C1CCN(CC1)C1=CC=C2C(=NN(C2=C1)C)C1C(NC(CC1)=O)=O)C)NC1=CC2=C(N(C(N2CC[C@H](C)O)=O)C)C=C1 3-[6-[4-[[5-Chloro-4-[[3-[(3S)-3-hydroxybutyl]-1-methyl-2-oxo-benzimidazol-5-yl]amino]pyrimidin-2-yl]-methyl-amino]-1-piperidyl]-1-methyl-indazol-3-yl]piperidine-2,6-dione